2-((4-(2-(5-Cyclopropyl-3-(2,6-dichlorophenyl)isoxazol-4-yl)vinyl)bicyclo[2.2.2]octan-1-yl)methoxy)benzo[d]thiazol C1(CC1)C1=C(C(=NO1)C1=C(C=CC=C1Cl)Cl)C=CC12CCC(CC1)(CC2)COC=2SC1=C(N2)C=CC=C1